(S)-1-(4-((tert-butyldimethylsilyl)oxy)butan-2-yl)-6-chloro-3-((1-methylpiperidin-4-yl)ethynyl)-1H-pyrazolo[4,3-c]pyridine [Si](C)(C)(C(C)(C)C)OCC[C@H](C)N1N=C(C=2C=NC(=CC21)Cl)C#CC2CCN(CC2)C